(Z)-3-(1-(4-amino-2-fluoro-but-2-en-1-yl)-1H-benzo[d][1,2,3]triazol-4-yl)-N,N-diethyl-4-methoxybenzenesulfonamide hydrochloride Cl.NC\C=C(\CN1N=NC2=C1C=CC=C2C=2C=C(C=CC2OC)S(=O)(=O)N(CC)CC)/F